(2S)-1-(hexyl-oxy)-3-[(11Z,14Z)-icosa-11,14-dien-1-yloxy]-N,N-dimethylpropan-2-amine C(CCCCC)OC[C@@H](COCCCCCCCCCC\C=C/C\C=C/CCCCC)N(C)C